1-(5-(4-Chloro-7-fluoro-2-(4-(3-methoxypyridin-2-yl)piperazine-1-carbonyl)-1H-indol-6-yl)-3,6-dihydropyridin-1(2H)-yl)ethan-1-one ClC1=C2C=C(NC2=C(C(=C1)C1=CCCN(C1)C(C)=O)F)C(=O)N1CCN(CC1)C1=NC=CC=C1OC